(7R,14R)-1-(difluoromethoxy)-11-(6-((dimethylphosphoryl)methoxy)pyridin-3-yl)-6-(methyl-d3)-6,7-dihydro-7,14-methanobenzo[f]benzo[4,5]imidazo[1,2-a][1,4]diazocin-5(14H)-one FC(OC1=CC=CC=2C(N([C@H]3C=4N([C@@H](C21)C3)C3=C(N4)C=CC(=C3)C=3C=NC(=CC3)OCP(=O)(C)C)C([2H])([2H])[2H])=O)F